(S)-5-((3-chlorobenzyl)oxy)-2-(6-fluorobenzo[d]oxazol-2-yl)-6-methoxy-1,2,3,4-tetrahydroisoquinoline-3-carboxylic acid methyl ester COC(=O)[C@H]1N(CC2=CC=C(C(=C2C1)OCC1=CC(=CC=C1)Cl)OC)C=1OC2=C(N1)C=CC(=C2)F